N1CC=CC=C1 1,2-Dihydropyridine